Cl.NC/C(/CN1N=CN(C1=O)CC=1SC(=CC1)C1=CC(=C(C(=C1)C)OCC1=CC(=CC(=C1)OC)OC)C)=C\F 2-[(2E)-2-(aminomethyl)-3-fluoroprop-2-en-1-yl]-4-[(5-{4-[(3,5-dimethoxybenzyl)oxy]-3,5-dimethylphenyl}thiophen-2-yl)methyl]-2,4-dihydro-3H-1,2,4-triazol-3-one hydrochloride